FC(CN1CCN(CC1)C=1C=NC(=NC1)NC1CCC(CC1)OC1=C2C=C(C=NC2=CC(=N1)N1CCOCC1)NS(=O)(=O)C)F N-[5-[4-[[5-[4-(2,2-difluoroethyl)piperazin-1-yl]pyrimidin-2-yl]amino]cyclohexoxy]-7-morpholino-1,6-naphthyridin-3-yl]methanesulfonamide